ClC1=C(C(=O)OC)C=CC(=C1CNC(CC)=O)OC(F)(F)F methyl 2-chloro-3-[(propanoylamino)methyl]-4-(trifluoromethoxy)benzoate